4-cyclohex-ylamino-2,6-dichloro-1,3,5-triazine C1(CCCCC1)NC1=NC(=NC(=N1)Cl)Cl